2-(4-{9-Hydroxy-5-methyl-8-oxo-4-thia-2,12-diazatricyclo[7.3.0.03,7]dodeca-1,3(7),5-trien-12-yl}phenyl)acetonitril OC12C(C=3C=C(SC3N=C2N(CC1)C1=CC=C(C=C1)CC#N)C)=O